C(C)(C)C1=CN=C2N1C=C(C=C2NC2CCN(CC2)C[C@@H]2CN(CCO2)C(=O)OC(C)(C)C)C(F)(F)F tert-butyl (2R)-2-[[4-[[3-isopropyl-6-(trifluoromethyl)imidazo[1,2-a]pyridin-8-yl]amino]-1-piperidyl]methyl]morpholine-4-carboxylate